O=C1C=C(CC1)C=1C(=NC=CC1)C(=O)O.C1(CC1)C(=O)N (cyclopropanecarboxamide) 3-(3-oxocyclopent-1-en-1-yl)picolinate